OC=1C=C(C=2C=CC3=CC=CC=C3C2C1)C1(C2=CC=CC(=C2C=2C(=CC=CC12)C1=CC=CC2=CC=CC=C12)C1=CC=CC2=CC=CC=C12)C1=CC(=CC=2C3=CC=CC=C3C=CC12)O 9,9-bis(3-hydroxyphenanthryl)-4,5-di(1-naphthyl)fluorene